4-butyl-2,5-dimethyl-1-vinylimidazole C(CCC)C=1N=C(N(C1C)C=C)C